O=CCC#N 3-OXOPROPANENITRILE